ClC=1C=NC(=NC1)CN1C2=NC(=NC=C2NC1=O)C1=C(C=CC=C1)C(C)C 9-((5-chloropyrimidin-2-yl)methyl)-2-(2-isopropylphenyl)-7,9-dihydro-8H-purin-8-one